C[C@H]1CC[C@@H](N(C1)C(=O)OC(C)(C)C)C1=CC2=CC(=CC=C2C=C1)C1CCN(CC1)C tert-butyl (2R,5S)-5-methyl-2-[7-(1-methyl-4-piperidyl)-2-naphthyl]piperidine-1-carboxylate